7-(5-methyl-2-furyl)-3H-[1,2,3]triazolo[4,5-d]pyrimidin-5-ylamine CC1=CC=C(O1)C=1C2=C(N=C(N1)N)NN=N2